CN(C(=O)SC=1C=C(C(=O)OC)C=CC1OC)C methyl 3-((dimethylcarbamoyl) thio)-4-methoxybenzoate